C12CCCC(CC1)N2N=NN2C1CCCC2CC1 1,2-di(8-azabicyclo[3.2.1]octan-8-yl)diazene